(R)-2-amino-4-oxo-5-(m-tolyl)-4,5-dihydrofuran-3-yl-5-d phenylmethanesulfonate C1(=CC=CC=C1)CS(=O)(=O)OC1=C(O[C@](C1=O)([2H])C=1C=C(C=CC1)C)N